Methyl 3-[4-[[dimethyl(oxo)-λ6-sulfanylidene]amino]-2,3-difluoro-anilino]-5-(methylamino)-6-(3-methylimidazo[4,5-c]pyridin-7-yl)pyrazine-2-carboxylate CS(=O)(C)=NC1=C(C(=C(NC=2C(=NC(=C(N2)NC)C=2C3=C(C=NC2)N(C=N3)C)C(=O)OC)C=C1)F)F